CC=1OC(=CN1)C1=NC=CC=2C(=CC=CC12)N (2-Methyloxazol-5-yl)isoquinolin-5-amine